4-bromo-1-(methylsulfonyl)-1H-indazole BrC1=C2C=NN(C2=CC=C1)S(=O)(=O)C